BrC(CCCCCCC)(Br)Br tribromooctane